ClC1=C(C(=NC=C1)/C(/COC)=N/O)F (Z)-N-[1-(4-chloro-3-fluoropyridin-2-yl)-2-methoxyethylidene]hydroxylamine